CC(C(=O)O)C(CCCCC)C1=CC=CC=C1 2-methyl-3-phenyloctanoic acid